FC1=CC(=C(C=C1C=1C=NC(=NC1)N1CCOCC1)NC(=O)C1=CN(C(C=C1C(F)(F)F)=O)C)N1C[C@H](N(CC1)C)C |r| N-[4-fluoro-5-(2-morpholin-4-ylpyrimidin-5-yl)-2-[rac-(3R)-3,4-dimethylpiperazin-1-yl]phenyl]-1-methyl-6-oxo-4-(trifluoromethyl)pyridine-3-carboxamide